BrC=1C(=CNC1)C#N 4-bromo-1H-pyrrole-3-carbonitrile